3-{3-[(1S)-1-amino-2,3-dihydro-1H-inden-5-yl]-5-[3-(4-methylpiperazin-1-yl)phenyl]imidazo[4,5-b]pyridin-2-yl}pyridin-2-amine N[C@H]1CCC2=CC(=CC=C12)N1C(=NC=2C1=NC(=CC2)C2=CC(=CC=C2)N2CCN(CC2)C)C=2C(=NC=CC2)N